CC1=NN2C(CN(C3=C2C=CN=C3)C)=C1 2,5-dimethyl-4,5-dihydropyrazolo[1,5-a]pyrido[3,4-e]pyrazin